6-amino-2-(3,5-dichloro-4-((3,3-difluoro-2'-oxospiro[cyclobutane-1,3'-indolin]-5'-yl)oxy)phenyl)-1,2,4-triazine-3,5(2H,4H)-dione NC=1C(NC(N(N1)C1=CC(=C(C(=C1)Cl)OC=1C=C2C3(C(NC2=CC1)=O)CC(C3)(F)F)Cl)=O)=O